[Zn+2].N1C=C(C2=CC=CC=C12)CC(=O)[O-].N1C=C(C2=CC=CC=C12)CC(=O)[O-] 3-indoleacetic acid zinc salt